FC1=C(C=O)C(=CC(=C1OC)F)[N+](=O)[O-] 2,4-difluoro-3-methoxy-6-nitrobenzaldehyde